4-(3-chloro-2-((E)-4-cyano-4-methylpent-1-en-1-yl)-4-(2-((2R)-2-hydroxy-7-azabicyclo[2.2.1]heptan-7-yl)acetyl)-5-methyl-1H-pyrrol-1-yl)benzonitrile ClC1=C(N(C(=C1C(CN1C2[C@@H](CC1CC2)O)=O)C)C2=CC=C(C#N)C=C2)\C=C\CC(C)(C)C#N